(5-(furan-2-yl)-2-methoxyphenyl)-7-methoxyquinazoline-4,6-diamine O1C(=CC=C1)C=1C=CC(=C(C1)C1=NC2=CC(=C(C=C2C(=N1)N)N)OC)OC